2-oxo-2H-[1,2'-bipyridine]-5'-carboxylic acid O=C1N(C=CC=C1)C1=NC=C(C=C1)C(=O)O